N-(3-carbamoyl-4-fluorobenzyl)-6'-fluoro-4'-hydroxy-3',4'-dihydro-1'h-spiro[piperidine-4,2'-quinoline]-1-carboxamide C(N)(=O)C=1C=C(CNC(=O)N2CCC3(NC4=CC=C(C=C4C(C3)O)F)CC2)C=CC1F